D-Isoglutamine N[C@H](CCC(=O)O)C(N)=O